NC1=NC2=C(C=3N1N=C(N3)C=3OC=CC3)C=NN2[C@](C(=O)N[C@H]2COC[C@@H]2O)(C)C2=CC=CC=C2 (R)-2-(5-amino-2-(furan-2-yl)-7H-pyrazolo[4,3-e][1,2,4]triazolo[1,5-c]pyrimidin-7-yl)-N-((3S,4R)-4-hydroxytetrahydrofuran-3-yl)-2-phenylpropanamide